aluminum n-pentanoate C(CCCC)(=O)[O-].[Al+3].C(CCCC)(=O)[O-].C(CCCC)(=O)[O-]